ClC1=CC=C(C=C1)C(C1=C(C=CC(=C1)F)O)=NCC#CC1=C(C(=O)OC)C=CC(=C1)NC(=O)C1CCNCC1 methyl 2-(3-(((4-chlorophenyl)(5-fluoro-2-hydroxyphenyl)methylene)amino)prop-1-yn-1-yl)-4-(piperidine-4-carboxamido)benzoate